(S)-7-ethyl-4,8-dimethyl-2-((1-(3,4,5-trifluorobenzoyl)azetidin-3-yl)amino)-7,8-dihydropteridin-6(5H)-one C(C)[C@H]1C(NC=2C(=NC(=NC2N1C)NC1CN(C1)C(C1=CC(=C(C(=C1)F)F)F)=O)C)=O